benzyl (2S,4S)-2-(2-(2-((tert-butoxycarbonyl)amino)ethoxy)-4-(methoxy-carbonyl)phenyl)-4-ethoxypiperidine-1-carboxylate C(C)(C)(C)OC(=O)NCCOC1=C(C=CC(=C1)C(=O)OC)[C@H]1N(CC[C@@H](C1)OCC)C(=O)OCC1=CC=CC=C1